Cl.FC1=CC=C(OC2=C3C(=NC=C2)NC=C3C3=NC(=NC=C3)O)C=C1 4-(4-(4-fluorophenoxy)-1H-pyrrolo[2,3-b]pyridin-3-yl)pyrimidin-2-ol hydrochloride